C(C)[S@](=O)(=N)C=1C=C(C=NC1C1=NC2=C(C=NC(=C2)C(F)(F)F)N1C)C(C#N)(C)C (R)-2-[5-(ethylsulfonimidoyl)-6-[3-methyl-6-(trifluoromethyl)imidazo[4,5-c]pyridin-2-yl]-3-pyridyl]-2-methyl-propanenitrile